heptyl 3-ethyl-6-(2-((2-heptylnonanoyl)oxy)ethyl)-12-hexyl-10-oxo-9,11-dioxa-3,6-diazahexadecane-16-oate C(C)N(CC)CCN(CCOC(OC(CCCC(=O)OCCCCCCC)CCCCCC)=O)CCOC(C(CCCCCCC)CCCCCCC)=O